FC(C(=O)[O-])(F)F.FC(C(=O)[O-])(F)F.COC(CC=1C=[N+](C=CC1)CCC[N+](C)(C)C)=O 3-[3-(2-methoxy-2-oxoethyl)pyridin-1-ium-1-yl]propyltrimethylammonium bistrifluoroacetate